C1=CC=CC=2OC=3C=C4C(=CC3NC12)C=CC=C4 benzo[b]phenoxazin